N1C(=NC2=C1C=CC=C2)C2=CC(=NN2C)NC(=O)C=2C=NC=CC2 N-[5-(1H-benzimidazol-2-yl)-1-methyl-pyrazol-3-yl]pyridine-3-carboxamide